[C@H]12CN(C[C@H](CC1)N2)C=2N=C(C(=C1C(=C(N=CC21)C2=CC(=CC1=CC=C(C(=C21)C#C)F)O)F)C)OCC2=NC=C(C=C2)N2CCCC2 4-(8-((1R,5S)-3,8-diazabicyclo[3.2.1]octan-3-yl)-4-fluoro-5-methyl-6-((5-(pyrrolidin-1-yl)pyridin-2-yl)methoxy)-2,7-naphthyridin-3-yl)-5-ethynyl-6-fluoronaphthalen-2-ol